N1=CC=C(C=C1)COC1=CC2=COC=C2C=C1 5-(pyridin-4-ylmethoxy)isobenzofuran